2'-bromo-5'-methyl-[1,1'-biphenyl]-2-amine BrC1=C(C=C(C=C1)C)C=1C(=CC=CC1)N